N1C=C(C2=CC(=CC=C12)C=O)C=O INDOLE-3,5-DICARBOXALDEHYDE